5-((4-(3-azidopropyl)-6-fluoro-1H-indol-5-yl)oxy)-2-fluorobenzimidamide N(=[N+]=[N-])CCCC1=C2C=CNC2=CC(=C1OC=1C=CC(=C(C(N)=N)C1)F)F